C(C)OC(=O)C=1OC2=C(C1C)C=C(C=C2)S(NC2=CC(=CC=C2)OC2=CC=CC=C2)(=O)=O 3-methyl-5-(N-(3-phenoxyphenyl)sulfamoyl)benzofuran-2-carboxylic acid ethyl ester